C(C1=CC=CC=C1)N1B(NC2=C3C1=CC=CC3=CC=C2)C=2C(=C3CC(CC3=C(C2CCCOS(=O)(=O)C2=CC=C(C)C=C2)C)(C(=O)OC)C(=O)OC)C (R)-dimethyl 5-(1-benzyl-1H-naphtho[1,8-de][1,3,2]diazaborinin-2(3H)-yl)-4,7-dimethyl-6-(3-(tosyloxy)propyl)-1,3-dihydro-2H-indene-2,2-dicarboxylate